C(#N)C=1C(=CC(=NC1N1[C@H](CC1)C)N1C[C@@H]2C([C@@H]2C1)CC(=O)OCC)C(F)(F)F ethyl 2-((1R,5S,6R)-3-(5-cyano-6-((S)-2-methylazetidin-1-yl)-4-(trifluoromethyl)pyridin-2-yl)-3-azabicyclo[3.1.0]hexan-6-yl)acetate